methyl 10-((5-methoxy-5-oxopentyl)oxy)decanoate COC(CCCCOCCCCCCCCCC(=O)OC)=O